ClC1=C(C=CC=C1)N1C(N=C(C2=C1N=C(C=C2)C(F)(F)F)N[C@H]2[C@@H](CC2)O)=O 1-(2-Chlorophenyl)-4-(((trans)-2-hydroxycyclobutyl)amino)-7-(trifluoromethyl)pyrido[2,3-d]pyrimidin-2(1H)-one